methyl-3-(4,4,5,5-tetramethyl-1,3,2-dioxaborolan-2-yl)-4-[[4-(trifluoromethyl)phenyl]methylamino]benzenesulfonamide CC1=C(C=CC(=C1B1OC(C(O1)(C)C)(C)C)NCC1=CC=C(C=C1)C(F)(F)F)S(=O)(=O)N